1-(2,5-Diethylfuran-3-yl)-3-({[(2S,4R)-4-fluoro-1-methylpyrrolidin-2-yl]methyl}(1-methyl-1H-pyrazol-4-yl)sulfamoyl)urea C(C)C=1OC(=CC1NC(=O)NS(N(C=1C=NN(C1)C)C[C@H]1N(C[C@@H](C1)F)C)(=O)=O)CC